FC1=C(C(=CC=C1)F)[C@H]1CC[C@H](CC1)OC[C@@H]1N(CCC[C@@H]1NS(=O)(=O)C)C(=O)OC methyl (2R,3S)-2-(((cis-4-(2,6-difluorophenyl)cyclohexyl)oxy)-methyl)-3-((methylsulfonyl)amino)piperidine-1-carboxylate